5-(4-(dimethylcarbamoyl)phenyl)-1-ethyl-N-(4-(methylcarbamoyl)benzyl)-1H-indazole-3-carboxamide CN(C(=O)C1=CC=C(C=C1)C=1C=C2C(=NN(C2=CC1)CC)C(=O)NCC1=CC=C(C=C1)C(NC)=O)C